5-Chloro-2-cyanopyridin-3-yl 3-[4-(5-chloro-6-fluoropyridin-2-yl)-1H-1,2,3-triazol-1-yl]-3-deoxy-2-O-methyl-1-thio-α-D-galactopyranoside ClC=1C=CC(=NC1F)C=1N=NN(C1)[C@@H]1[C@H]([C@@H](SC=2C(=NC=C(C2)Cl)C#N)O[C@@H]([C@@H]1O)CO)OC